6-(6-(4-chlorobenzyl)-9-isopropyl-7,10-dioxo-2,6,9-triazaspiro[4.5]decan-2-yl)nicotinamide ClC1=CC=C(CN2C3(CCN(C3)C3=NC=C(C(=O)N)C=C3)C(N(CC2=O)C(C)C)=O)C=C1